(E)-3-(2,6-dichloro-3,5-dimethoxyphenyl)-1-(1-(4-(dimethylamino)-but-2-enoyl)piperidin-4-yl)-7-((2-methoxyphenyl)amino)-3,4-dihydro-pyrimido[4,5-d]pyrimidin-2(1H)-one ClC1=C(C(=C(C=C1OC)OC)Cl)N1C(N(C2=NC(=NC=C2C1)NC1=C(C=CC=C1)OC)C1CCN(CC1)C(\C=C\CN(C)C)=O)=O